FC1=CC=C(C=C1)N1C(=C(C2=C1C=C1C=NNC1=C2)C2=CC=C(C(=O)O)C=C2)C2COCCC2 4-[5-(4-Fluorophenyl)-6-tetrahydropyran-3-yl-1H-pyrrolo[2,3-f]indazol-7-yl]benzoic acid